[3-[7-(difluoromethyl)-6-(1-methylpyrazol-4-yl)-3,4-dihydro-2H-quinolin-1-yl]-1-(2-piperazin-1-ylspiro[3.5]nonan-7-yl)-6,7-dihydro-4H-pyrazolo[4,3-c]pyridin-5-yl]ethanone FC(C1=C(C=C2CCCN(C2=C1)C1=NN(C2=C1CN(CC2)C(C)=O)C2CCC1(CC(C1)N1CCNCC1)CC2)C=2C=NN(C2)C)F